CC(C(=O)OC=C)(CCCC)CCC vinyl 2-methyl-2-propylhexanoate